2-(4-pyridylethyl)thiopropyl-trimethoxysilane N1=CC=C(C=C1)CCSC(C[Si](OC)(OC)OC)C